C(C)C1=C(NC2=CC=C(C=C12)C1CCNCC1)C=1C=CC=2N(N1)C(=CN2)C 6-(3-ethyl-5-(piperidin-4-yl)-1H-indol-2-yl)-3-methylimidazo[1,2-b]pyridazine